C(CCC)C1(NS(C2=C(N(C1)C1=CC=CC=C1)C=C(C=C2)OC)(=O)=O)C 3-butyl-7-methoxy-3-methyl-1,1-dioxido-5-phenyl-2,3,4,5-tetrahydro-1,2,5-benzothiadiazepin